(2R)-N-{4-[6,6-Dimethyl-4-oxo-3-(pyridin-3-yl)-4,5,6,7-tetrahydro-1H-pyrrolo[3,2-c]pyridin-2-yl]pyridin-2-yl}-2-(4-fluorophenyl)propanamid CC1(CC2=C(C(N1)=O)C(=C(N2)C2=CC(=NC=C2)NC([C@H](C)C2=CC=C(C=C2)F)=O)C=2C=NC=CC2)C